ClC=1C=C2C(OCC=3C=CC=NC3C3=C(C=C(C(NS(C(C1O)=C2)(=O)=O)=C3)F)F)=O 13-chloro-19,21-difluoro-14-hydroxy-16,16-dioxo-9-oxa-16λ6-thia-3,17-diazatetracyclo[16.3.1.111,15.02,7]tricosa-1(21),2(7),3,5,11,13,15(23),18(22),19-nonaen-10-one